NCCC=1C=NC(=NC1)C1=C(C=C(C#N)C=C1)OC=1C(=NC(=CC1)N1CCOCC1)C 4-[5-(2-aminoethyl)pyrimidin-2-yl]-3-(2-methyl-6-morpholin-4-ylpyridin-3-yl)oxybenzonitrile